CC1(CS(CC(C#C1)(C)C)(=NC)=O)C 3,3,6,6-tetramethyl-1-(methylimino)-4,5-didehydro-2,3,6,7-tetrahydro-1H-1λ6-thiepine 1-oxide